C(C)(C)N(P(OCCN1C2=NC(=NC=C2N=C1COC(C1=CC=CC=C1)(C1=CC=C(C=C1)OC)C1=CC=C(C=C1)OC)C)OCCC#N)C(C)C 2-(8-((Bis(4-methoxyphenyl)(phenyl)methoxy)methyl)-2-methyl-9H-purin-9-yl)ethyl (2-cyanoethyl) diisopropylphosphoramidite